CC1=NC=C(N=C1)C=C 2-METHYL-5-VINYLPYRAZINE